NC1=C(C=C2C=C(C=C(C2=C1)S(=O)(=O)O)S(=O)(=O)O)S(=O)(=O)O 7-amino-1,3,6-naphthalenetrisulfonic acid